(1S,3'R,4'S,5'S,6'R)-5-Chloro-6-((5-(2-propoxy-ethyl)thiophen-2-yl)methyl)-6'-methyl-3',4',5',6'-tetrahydro-3H-spiro[isobenzofuran-1,2'-pyran]-3',4',5'-triol ClC=1C=C2CO[C@]3(O[C@@H]([C@H]([C@@H]([C@H]3O)O)O)C)C2=CC1CC=1SC(=CC1)CCOCCC